tert-butyl 1-(5-(benzyloxy)-1-ethoxy-3-hydroxy-1-oxopentan-2-yl)hydrazine-1,2-dicarboxylate C(C1=CC=CC=C1)OCCC(C(C(=O)OCC)N(NC(=O)[O-])C(=O)OC(C)(C)C)O